C1(CCC1)N1C(=NC2=NC(=NC(=C12)N1C[C@](CCC1)(C)O)OC[C@H]1NCCC1)C(=O)C1=CC(=CC2=CC=C(C(=C12)C#C)F)O (7-Cyclobutyl-6-[(3R)-3-hydroxy-3-methylpiperidin-1-yl]-2-{[(2S)-pyrrolidin-2-yl]methoxy}-7H-purin-8-yl)(8-ethynyl-7-fluoro-3-hydroxynaphthalen-1-yl)methanone